BrC1=C(C2=C(C(N3[C@@H](CO2)CNCC3)=O)C(=C1)F)Cl (12aR)-9-bromo-10-chloro-7-fluoro-1,2,3,4,12,12a-hexahydro-6H-pyrazino[2,1-c][1,4]benzooxazepin-6-one